6-(7-methylspiro[2H-benzofuran-3,1'-cyclopropane]-4-yl)oxypyridin-3-amine CC1=CC=C(C2=C1OCC21CC1)OC1=CC=C(C=N1)N